CC(C1=CC(=CC(=C1)OC)OC)(C)OC(=O)NCCCCCCNC(=O)OC(C1=CC(=CC(=C1)OC)OC)(C)C bis[[(alpha,alpha-dimethyl-3,5-dimethoxybenzyl)oxy]carbonyl]hexamethylenediamine